(1-cyanocyclopropyl)ammonium chloride [Cl-].C(#N)C1(CC1)[NH3+]